CCCCC/C=C\C/C=C\CCCCCCCCCC(=O)OC[C@H](COP(=O)(O)OC[C@@H](C(=O)O)N)OC(=O)CCCCCCC/C=C\C/C=C\C/C=C\CC 1-(11Z,14Z-eicosadienoyl)-2-(9Z,12Z,15Z-octadecatrienoyl)-glycero-3-phosphoserine